5-Chloropyridin-3-yl 3-deoxy-3-[4-(2-thiazolyl)-1H-1,2,3-triazol-1-yl]-1-thio-alpha-D-galactopyranoside S1C(=NC=C1)C=1N=NN(C1)[C@@H]1[C@H]([C@@H](SC=2C=NC=C(C2)Cl)O[C@@H]([C@@H]1O)CO)O